ClC=1C=C(C=CC1C(=O)N1CCC(CC1)C(=O)N1CCSCC1)NC(=O)C=1N(C(=CN1)C1=C(C(=C(C=C1)OCC#N)F)F)C N-[3-chloro-4-[4-(thiomorpholine-4-carbonyl)piperidine-1-carbonyl]phenyl]-5-[4-(cyanomethoxy)-2,3-difluoro-phenyl]-1-methyl-imidazole-2-carboxamide